FC=1C(=C(C=CC1)NC1=C2C(=NC(=C1)NC1=CN=CC(=N1)C#N)NN(C2=O)C)OC 6-((4-((3-fluoro-2-methoxyphenyl)amino)-2-methyl-3-oxo-2,3-dihydro-1H-pyrazolo[3,4-b]pyridin-6-yl)amino)pyrazine-2-carbonitrile